C(C)(=O)OC=1C(=C(C(=C(C1)[Zn])OC(C)=O)OC(C)=O)OC(C)=O tetraacetyloxyphenyl-zinc